Perfluorononanedioic acid FC(C(=O)O)(C(C(C(C(C(C(C(=O)O)(F)F)(F)F)(F)F)(F)F)(F)F)(F)F)F